6'-chloro-1'-(1-(2-hydroxyethyl)-1H-pyrazol-4-yl)-2'-oxo-1,3-dihydrospiro[indene-2,3'-indoline]-5-carboxylic acid ClC1=CC=C2C3(C(N(C2=C1)C=1C=NN(C1)CCO)=O)CC1=CC=C(C=C1C3)C(=O)O